BrC1=CC=C(C=C1)N(C1=CC=C(C=C1)C1=CC2=CC=CC=C2C=C1)C1=CC=C(C=C1)C1=CC=CC2=CC=CC=C12 (4-bromophenyl)-{4-(naphthalen-1-yl)-phenyl}-{4-(naphthalen-2-yl)-phenyl}-amine